N1=C(C=CC=2CN(C=CC12)C(=O)[O-])C(=O)[O-] 1,6-naphthyridine-2,6(5H)-dicarboxylate